CC1(OC2=CC=C3C(=C2C=C1)OC(=C3)C(\C=C\C3=CC(=C(C(=C3)OC)OC)OC)=O)C (E)-1-(7,7-dimethyl-7H-furo[2,3-f]chromen-2-yl)-3-(3,4,5-trimethoxy-phenyl)prop-2-en-1-one